3-Amino-4-chloro-7-methyl-naphthalene-2-carboxylic acid NC=1C(=CC2=CC(=CC=C2C1Cl)C)C(=O)O